[Cl-].C(C)[N+](CC)(C)C ethyl-dimethylethylammonium chloride